N2-(tetrahydro-2H-pyran-4-yl)-6-(6-(trifluoromethyl)pyridin-2-yl)-N4-(2-(trifluoromethyl)pyridin-4-yl)-1,3,5-triazine-2,4-diamine O1CCC(CC1)NC1=NC(=NC(=N1)NC1=CC(=NC=C1)C(F)(F)F)C1=NC(=CC=C1)C(F)(F)F